ethyl 2-[(1R,4R)-4-aminocyclohexyl]acetate hydrochloride Cl.NC1CCC(CC1)CC(=O)OCC